ClC=1C=C2C3=C(NC2=C(C1)C1=CC=C(C=C1)C(F)(F)F)C(=NC=C3)C 6-Chloro-1-methyl-8-(4-trifluoromethyl-phenyl)-9H-pyrido[3,4-b]indole